BrCCCCC[Si](OCC)(OCC)OCC 5-Bromopentyltriethoxysilane